N=1N=CN2N=C(C=CC21)N2CCN(CC2)C(CC2=CC(=CC=C2)C(F)(F)F)=O 1-(4-{[1,2,4]triazolo[4,3-b]pyridazin-6-yl}piperazin-1-yl)-2-[3-(trifluoromethyl)phenyl]ethan-1-one